O1C(CCCC1)O[C@@H](C)C=1N(C=CN1)CC1=NOC(=C1)C1=CC=C(C=C1)C#CC=1C=CC(=NC1)CNCCCN1N=NC=C1 N-((5-((4-(3-((2-((1S)-1-((tetrahydro-2H-pyran-2-yl)oxy)ethyl)-1H-imidazol-1-yl)methyl)isoxazol-5-yl)phenyl)ethynyl)pyridin-2-yl)methyl)-3-(1H-1,2,3-triazol-1-yl)propan-1-amine